9,9-Bis[4-(pyrenyl)phenyl]-9H-fluorene C1=CC=C2C(=C1)C3=CC=CC=C3C2(C4=CC=C(C=C4)C5=C6C=CC7=CC=CC8=C7C6=C(C=C8)C=C5)C9=CC=C(C=C9)C1=C2C=CC3=CC=CC4=C3C2=C(C=C4)C=C1